cis-2-methoxy-5-(5-methylpiperidin-3-yl)pyridine, trifluoroacetic acid salt FC(C(=O)O)(F)F.COC1=NC=C(C=C1)[C@@H]1CNC[C@@H](C1)C